ClC=1C2=C(C3=C(CN(S(N3)(=O)=O)CC3CCN(CC3)S(=O)(=O)C)C1)NC=C2Cl 6,7-dichloro-3-[(1-methylsulfonyl-4-piperidyl)methyl]-4,9-dihydro-1H-pyrrolo[3,2-h][2,1,3]benzothiadiazine 2,2-dioxide